nickel(2+) hydroxide [Ni](O)O